FC([C@]12N(C=3C(=NN=C(C3)C3=C(C(=CC=C3)F)O)NC1)C[C@@H](C2)OC2=NC(=C(C=O)C=C2C)C)F 6-(((6aR,8R)-6a-(difluoromethyl)-2-(3-fluoro-2-hydroxyphenyl)-5,6,6a,7,8,9-hexahydropyrrolo[1',2':4,5]pyrazino[2,3-c]pyridazin-8-yl)oxy)-2,5-dimethylnicotinaldehyde